FC(N1N=C(C=C1C)N\C(\C)=C\1/C(NC2=CN=C(C=C21)C=2C=NC=CC2C)=O)F (Z)-3-(1-((1-(Difluoromethyl)-5-methyl-1H-pyrazol-3-yl)amino)ethylidene)-5-(4-methylpyridin-3-yl)-1H-pyrrolo[2,3-c]pyridin-2(3H)-one